C(C)(C)(C)OC(=O)N[C@@H](C(=O)NC(C(=O)OCC)CCC(F)(F)F)CC1=CC=CC=C1 ethyl 2-[[(2R)-2-(tert-butoxycarbonylamino)-3-phenyl-propionyl] amino]-5,5,5-trifluoro-pentanoate